2-(2,4-Dichlorophenyl)-ethanamine ClC1=C(C=CC(=C1)Cl)CCN